D-3-acetylmercapto-2-methylpropionic chloride C(C)(=O)SCC(C(=O)Cl)C